1-(4-(6-chloro-2-methoxy-7-phenylquinazolin-4-yl)piperazin-1-yl)prop-2-en-1-one ClC=1C=C2C(=NC(=NC2=CC1C1=CC=CC=C1)OC)N1CCN(CC1)C(C=C)=O